O=C1NC(CC[C@H]1NC1=CC(=C(C=C1)C1CCN(CC1)C(=O)OC(C)(C)C)F)=O tert-butyl 4-[4-[[(3R)-2,6-dioxo-3-piperidyl]amino]-2-fluoro-phenyl]piperidine-1-carboxylate